[OH-].C1(CCCCC1)N1C=[N+](C=C1)C1CCCCC1 1,3-bis(cyclohexyl)imidazolium hydroxide